tert-butyl (3R,4R)-3-({8-carbamoyl-6-[4-(2-methoxyethoxy)phenyl]pyrido[3,2-d]pyrimidin-4-yl}amino)-4-fluoropiperidine-1-carboxylate C(N)(=O)C1=CC(=NC2=C1N=CN=C2N[C@@H]2CN(CC[C@H]2F)C(=O)OC(C)(C)C)C2=CC=C(C=C2)OCCOC